6-(1-(3-Chloropyridin-2-yl)-3-methoxy-1H-pyrazol-5-carboxamido)-5-methyl-N-(oxetan-3-yl)pyrazolo[1,5-a]pyridin-7-carboxamid ClC=1C(=NC=CC1)N1N=C(C=C1C(=O)NC=1C(=CC=2N(C1C(=O)NC1COC1)N=CC2)C)OC